ClC=1C=C(C(=NC1)N1C(C(N(C(C1)=O)CC1=CC=C(C=C1)Cl)C1CC(C1)O)=O)F 1-(5-chloro-3-fluoropyridin-2-yl)-4-(4-chlorobenzyl)-3-(3-hydroxycyclobutyl)piperazine-2,5-dione